(E)-N-[4-(3-chloro-4-fluoro-anilino)-7-methoxy-quinazolin-6-yl]-4-(1-piperidinyl)but-2-enamide ClC=1C=C(NC2=NC=NC3=CC(=C(C=C23)NC(\C=C\CN2CCCCC2)=O)OC)C=CC1F